BrC=1C=C(C=NC1)[C@@](C(=O)[O-])([C@H](C1=CC=CC=C1)O[Si](C)(C)C(C)(C)C)C |r| (±)-(2R,3S)-2-(5-bromopyridin-3-yl)-3-(tert-butyldimethylsilyloxy)-2-methyl-3-phenylpropanoate